cis-tert-butyl (3-(methylcarbamoyl)cyclobutyl)carbamate CNC(=O)[C@H]1C[C@H](C1)NC(OC(C)(C)C)=O